6-[(5'S,7a'R)-5'-(3,5-difluorophenyl)-3'-oxotetrahydro-1H,3'H-spiro[piperidine-4,2'-pyrrolo[2,1-b][1,3]oxazol]-1-yl]-4-(methylsulfanyl)pyridine-3-carbonitrile FC=1C=C(C=C(C1)F)[C@@H]1CC[C@H]2OC3(C(N21)=O)CCN(CC3)C3=CC(=C(C=N3)C#N)SC